tert-butyl ((1R,2R)-1-(5-bromo-4-fluoro-1-((2-(trimethylsilyl)ethoxy)methyl)-1H-benzo[d]imidazol-2-yl)-2-(((R)-1,1,1-trifluoropropan-2-yl)oxy)propyl)carbamate BrC1=C(C2=C(N(C(=N2)[C@H]([C@@H](C)O[C@@H](C(F)(F)F)C)NC(OC(C)(C)C)=O)COCC[Si](C)(C)C)C=C1)F